2-(14-{[(4-{[(2S)-2-({(2S)-2-[(tert-butoxycarbonyl)amino]-3-methylbutanoyl}amino)propanoyl]amino}benzyl)oxy]carbonyl}-2,5,8,11-tetraoxa-14-azapentadecan-15-yl)benzoic acid C(C)(C)(C)OC(=O)N[C@H](C(=O)N[C@H](C(=O)NC1=CC=C(COC(=O)N(CCOCCOCCOCCOC)CC2=C(C(=O)O)C=CC=C2)C=C1)C)C(C)C